FC(C)(F)C=1N(C=C(N1)C=1C=CC(=NC1C)N[C@@H]1CN(CC1)C(C(C)C1=CC(=NC=C1F)OC)=O)C 1-[(3S)-3-({5-[2-(1,1-difluoroethyl)-1-methyl-1H-imidazol-4-yl]-6-methylpyridin-2-yl}amino)pyrrolidin-1-yl]-2-(5-fluoro-2-methoxypyridin-4-yl)propan-1-one